C(CC)N1C(N(C(=C1C)C)C)C 1-propyl-2,3,4,5-tetramethylimidazole